CN(C1CCN(CC1)C1=C(C=C(C=N1)CC1=CN=C2C(=NC(=NN21)NC(CC)CC)N)C)C 7-((6-(4-(Dimethylamino)piperidin-1-yl)-5-methylpyridin-3-yl)methyl)-N2-(pentan-3-yl)imidazo-[2,1-f][1,2,4]triazin-2,4-diamin